tert-butyl 2-chloro-4-methyl-5-oxo-5,7-dihydro-6H-pyrrolo[3,4-b]pyridine-6-carboxylate ClC1=CC(=C2C(=N1)CN(C2=O)C(=O)OC(C)(C)C)C